ClC1=C2C(=NC(=C1)N1CC(C1)CC1=CC=C(C=C1)F)CCS2=O 7-chloro-5-(3-(4-fluorobenzyl)azetidin-1-yl)-2,3-dihydrothieno[3,2-b]pyridine-1-oxide